COC(=O)C1=CC2=CN(N=C2C=C1OC(C)C)C12COC(C1)(C2)CF 2-(1-(fluoromethyl)-2-oxabicyclo[2.1.1]hex-4-yl)-6-isopropoxy-2H-indazole-5-carboxylic acid methyl ester